FC(CN1C(=NC2=C1C=C(C=C2F)C2=CNC=1N=C(N=CC12)NC1CCC2(COC2)CC1)C)F 5-(1-(2,2-difluoroethyl)-4-fluoro-2-methyl-1H-benzo[d]imidazol-6-yl)-N-(2-oxaspiro[3.5]nonan-7-yl)-7H-pyrrolo[2,3-d]pyrimidin-2-amine